Cl.O1COC2=C1C=CC(=C2)C(=C)C(C)NC 2-(1,3-Benzodioxol-5-yl)-3-(methylamino)butene hydrochloride